O=C1NC2=CC=CC=C2CC1C(=O)N 2-OXO-DIHYDROQUINOLINE-3-CARBOXAMIDE